NCC1=NNC(C2=CC=C(C=C12)C=1C=NN(C1C1=C(C2=CC=CC=C2C=C1C(F)F)C#N)C)=O 2-(4-(4-(aminomethyl)-1-oxo-1,2-dihydrophthalazin-6-yl)-1-methyl-1H-pyrazol-5-yl)-3-(difluoromethyl)-1-naphthonitrile